11-oxa-1,8,19-triazatricyclo[10.5.2.0{15,18}]nonadec-12(19),13,15(18),16-tetraen-9-one N12CCCCCCNC(COC=3C=CC(C=C1)=C2N3)=O